F[C@]1([C@@H](O[C@@]([C@H]1O)(CO)F)N1C(=O)N=C(N)C=C1)C 2'-Deoxy-2',4'-difluoro-2'-methylcytidine